(4-(4-chloro-3-(trifluoromethyl)phenoxy)-3-fluorophenyl)methanol ClC1=C(C=C(OC2=C(C=C(C=C2)CO)F)C=C1)C(F)(F)F